C(=O)(O)C[C@H](C(=O)NO)NCC=1C=C(C(=O)O)C=CC1 3-[[[(1R)-1-(carboxymethyl)-2-(hydroxyamino)-2-oxoethyl]amino]methyl]benzoic acid